3-((2-(2-(benzyloxy)ethoxy)ethoxy)methyl)-N,N-bis(3-methoxybenzyl)aniline C(C1=CC=CC=C1)OCCOCCOCC=1C=C(N(CC2=CC(=CC=C2)OC)CC2=CC(=CC=C2)OC)C=CC1